1-(((R)-1-(3-Amino-5-(trifluoromethyl)phenyl)ethyl)amino)-7-(1-methylpiperidin-3-yl)pyrido[3,4-d]pyridazin-4(3H)-one NC=1C=C(C=C(C1)C(F)(F)F)[C@@H](C)NC=1C2=C(C(NN1)=O)C=NC(=C2)C2CN(CCC2)C